4-((allylamino)methyl)benzene-1,2-diol C(C=C)NCC=1C=C(C(=CC1)O)O